CN(C(OC1=C2C(CCC2=CC(=C1)C)=O)=O)C 6-Methyl-3-oxo-2,3-dihydro-1H-inden-4-yl dimethylcarbamate